2-{4-[4-(2-Amino-6-methyl-pyrimidin-4-yl)-[1,4]oxazepan-3-yl]-3-chloro-phenoxy}-acetamide NC1=NC(=CC(=N1)N1C(COCCC1)C1=C(C=C(OCC(=O)N)C=C1)Cl)C